FC=1C=CC(=NC1C(F)(F)F)N[C@@H]1[C@H]([C@H]([C@H](OC1)CO)O)O (2R,3R,4R,5S)-5-((5-fluoro-6-(trifluoromethyl)pyridin-2-yl)amino)-2-(hydroxymethyl)tetrahydro-2H-pyran-3,4-diol